O1C(=CC=C1)C1=CC=2N=C(N=C(C2N=C1)N1CCOCC1)N1N=C(C=C1)C1=CC=CC=C1 4-(7-(furan-2-yl)-2-(3-phenyl-1H-pyrazol-1-yl)pyrido[3,2-d]pyrimidin-4-yl)morpholine